C(#N)C1=CC=C(C(=O)NC2=CC=C(C=C2)C(=O)N[C@H](C(=O)NC=2C=CC(=NC2)NC(=O)C2=C(C(=C(C(=O)NC3=CC=C(C(=O)O)C=C3)C=C2)O)OC(C)C)CC#C)C=C1 4-[4-({5-[(2S)-2-{[4-(4-Cyanobenzamido)phenyl]formamido}pent-4-ynamido]pyridin-2-yl}carbamoyl)-2-hydroxy-3-(propan-2-yloxy)benzamido]benzoic acid